BrCCCBr 1,3-dibromo-n-propane